(4S,7S)-4,7-bis(4-azidobutyl)-2,5,8-trioxo-12,15,18,21-tetraoxa-3,6,9-triazatetracosan-24-oic acid N(=[N+]=[N-])CCCC[C@H](NC(C)=O)C(N[C@H](C(NCCOCCOCCOCCOCCC(=O)O)=O)CCCCN=[N+]=[N-])=O